N1C=C(C2=CC=CC=C12)CCNC1=NC(=NC2=C1OCCN2)C=2C(=NC(=CC2)C)OC N-[2-(1H-indol-3-yl)ethyl]-2-(2-methoxy-6-methyl-3-pyridyl)-7,8-dihydro-6H-pyrimido[5,4-b](1,4)oxazin-4-amine